((1r,4r)-4-(6-methoxy-5-(6-(trifluoromethyl)picolinamido)-2H-indazol-2-yl)cyclohexyl)carbamic acid tert-butyl ester C(C)(C)(C)OC(NC1CCC(CC1)N1N=C2C=C(C(=CC2=C1)NC(C1=NC(=CC=C1)C(F)(F)F)=O)OC)=O